4-methyl-2,2'-bipyridin CC1=CC(=NC=C1)C1=NC=CC=C1